7-bromo-2-hydroxy-9-iodo-pyrido[1,2-a]pyrimidin-4-one BrC=1C=C(C=2N(C(C=C(N2)O)=O)C1)I